3-(benzylsulfanyl)-5-cyclopropoxypyridazine C(C1=CC=CC=C1)SC=1N=NC=C(C1)OC1CC1